[K+].N1(CCNCC1)C(=O)[O-] piperazine-1-carboxylic acid potassium salt